FC(C1=CC(=C(C=C1)B(O)O)O)(F)F (4-trifluoromethyl-2-hydroxyphenyl)boronic acid